[N+](=O)([O-])C=1C=CC(=NC1)OC1CN(C1)C(=O)OC(C)(C)C tert-butyl 3-(5-nitropyridin-2-yl)oxyazetidine-1-carboxylate